COC(=O)C=1C(N(N=C(C1)C1=CC=C(C=C1)Cl)C=1C=NSC1)=O 6-(4-chlorophenyl)-3-oxo-2-(1,2-thiazol-4-yl)-2,3-dihydropyridazine-4-carboxylic acid methyl ester